CN(C1CC(C1)NC=1C(=CN(C(C1)=O)C1CCOCC1)C(=O)N[C@H](C)C1=C(C(=CC=C1)C(F)(F)F)C)C 4-(((1s,3S)-3-(dimethylamino)cyclobutyl)amino)-N-((R)-1-(2-methyl-3-(trifluoromethyl)phenyl)ethyl)-6-oxo-1-(tetrahydro-2H-pyran-4-yl)-1,6-dihydropyridine-3-carboxamide